(+)-TETRALON C1(CCCC2=CC=CC=C12)=O